[N-](S(=O)(=O)C(F)(F)F)S(=O)(=O)C(F)(F)F.C[N+]1(CCCC1)CCC N-methyl-N-propylpyrrolidinium bis(trifluoromethanesulfonyl)imide